para-vinyl-guaiacol tert-butyl-(3R,5S)-3-amino-5-hydroxy-piperidine-1-carboxylate C(C)(C)(C)C1N(C[C@H](C[C@H]1N)O)C(=O)OC=1C(=CC=C(C1)C=C)OC